C[C@]1(C=C(C(CC1)=O)C(=O)OC(C)(C)C)C(=O)OCCC#C 3-(but-3-yn-1-yl) 1-(tert-butyl) (S)-3-methyl-6-oxocyclohex-1-ene-1,3-dicarboxylate